4-amino-3'-fluoro-[1,1'-biphenyl]-3-ol NC1=C(C=C(C=C1)C1=CC(=CC=C1)F)O